tert-butyl 4-[2-(3-allyloxyanilino)-8-but-3-enyl-7-oxo-pyrido[2,3-d]pyrimidin-6-yl]-8-methyl-2,3-dihydroquinoxaline-1-carboxylate C(C=C)OC=1C=C(NC=2N=CC3=C(N2)N(C(C(=C3)N3CCN(C2=C(C=CC=C32)C)C(=O)OC(C)(C)C)=O)CCC=C)C=CC1